BrC1=C(C=CC(=C1)O)O 2-bromo-benzene-1,4-diol